5-(4,4-difluoropyrrolidin-3-yl)-2-methoxypyridine FC1(C(CNC1)C=1C=CC(=NC1)OC)F